6-(6-(2-Hydroxyethoxy)imidazo[1,2-a]pyridin-3-carbonyl)-N-(3-(trifluoromethyl)phenyl)-4,5,6,7-tetrahydrothieno[2,3-c]pyridin-3-carboxamid OCCOC=1C=CC=2N(C1)C(=CN2)C(=O)N2CC1=C(CC2)C(=CS1)C(=O)NC1=CC(=CC=C1)C(F)(F)F